2,2-dichloro-3-(3,5-dichlorophenyl)cyclopropane ClC1(CC1C1=CC(=CC(=C1)Cl)Cl)Cl